CC1CCS(=O)(=O)C1C 4,5-dimethyl-sulfolane